N-(4-chloro-3-{4-[5-(cyclopropylmethoxy)pyridin-2-yl]-6-oxo-1,6-dihydropyrimidin-2-yl}-2-fluorobenzyl)isobutyramide ClC1=C(C(=C(CNC(C(C)C)=O)C=C1)F)C=1NC(C=C(N1)C1=NC=C(C=C1)OCC1CC1)=O